copper(II) tosylate S(=O)(=O)([O-])C1=CC=C(C)C=C1.[Cu+2].S(=O)(=O)([O-])C1=CC=C(C)C=C1